ClC1=NC(=NC(=C1)C1=C(C=CC=C1C)C)NS(=O)(=O)C=1C(=C(C(=O)O)C=CC1)C 3-[[4-chloro-6-(2,6-dimethylphenyl)pyrimidin-2-yl]sulfamoyl]-2-methyl-benzoic acid